BrC=1C=C(C=CC1F)CC(C(=O)O)(F)F 3-bromo-α,α,4-trifluoro-benzenepropanoic acid